3-methoxy-4-(3-methyl-1,2,4-triazol-1-yl)aniline COC=1C=C(N)C=CC1N1N=C(N=C1)C